5-ethyl-2-fluoro-4-(3-(5-methyl-6-(pyrrolidin-1-ylmethyl)-4,5,6,7-tetrahydro-3H-imidazo[4,5-c]pyridin-2-yl)-1H-indazol-6-yl)phenol C(C)C=1C(=CC(=C(C1)O)F)C1=CC=C2C(=NNC2=C1)C1=NC2=C(CN(C(C2)CN2CCCC2)C)N1